C(C)(=O)SC(C(=O)OC)C1CCOCC1 methyl 2-(acetylthio)-2-(tetrahydro-2H-pyran-4-yl)acetate